CC(=C)CC(CCC(CC(C)C)(O)C)(O)C trans-2,4,7,9-tetramethyldecene-4,7-diol